(S)-4-(difluoromethyl)-3-(8-fluoro-9-iodo-5,6-dihydrobenzo[f]imidazo[1,2-d][1,4]oxazepin-2-yl)oxazolidin-2-thione FC([C@H]1N(C(OC1)=S)C=1N=C2N(CCOC3=C2C=CC(=C3F)I)C1)F